COCC=1C=NC(=NC1)N1CCC(CC1)CCO 2-(1-(5-(methoxymethyl)pyrimidin-2-yl)piperidin-4-yl)ethan-1-ol